N-(4-{4-amino-7-methyl-7H-pyrrolo[2,3-d]pyrimidin-6-yl}-3,5-dimethylphenyl)-2-methylprop-2-enamide NC=1C2=C(N=CN1)N(C(=C2)C2=C(C=C(C=C2C)NC(C(=C)C)=O)C)C